C=12OCCCCCC2OCC1 2,9-dioxabicyclo[6.3.0]undecene